FC(C1=CC=C(OC2=CC=C3CCN(CC3=C2)C(=O)OC(C)(C)C)C=C1)(F)F tert-butyl 7-(4-(trifluoromethyl) phenoxy)-3,4-dihydroisoquinoline-2(1H)-carboxylate